Cl.FC=1C=C(C2=C(C(=C(O2)C(C(F)(F)F)N)C)C1)F 1-(5,7-difluoro-3-methylbenzofuran-2-yl)-2,2,2-trifluoroethan-1-amine, hydrochloride salt